6-[4-({(1R)-1-[3-(difluoromethyl)-2-fluorophenyl]ethyl}amino)-2-methylpyrido[3,4-d]pyrimidin-6-yl]-2,6-diazaspiro[3.4]octane-2-carboxylic acid tert-butyl ester C(C)(C)(C)OC(=O)N1CC2(C1)CN(CC2)C2=CC1=C(N=C(N=C1N[C@H](C)C1=C(C(=CC=C1)C(F)F)F)C)C=N2